BrC1=C(C(=C(C=C1)OC(F)(F)F)F)F 1-bromo-2,3-difluoro-4-trifluoromethoxy-benzene